(S)-1-(4-chloro-2-methoxyphenyl)-3-(isoquinolin-4-yl)-2-oxoimidazolidine-4-carbonitrile ClC1=CC(=C(C=C1)N1C(N([C@@H](C1)C#N)C1=CN=CC2=CC=CC=C12)=O)OC